S1C(=CC=C1)NC(C1=CN=CC=C1)=O N-thiophenylnicotinamide